CC1=C(N2N(C(C(=C2\C=C\C2=CC=C(C=C2)[N+](=O)[O-])C)=O)C1=O)C (E)-2,3,6-trimethyl-5-(4-nitrostyryl)-1H,7H-pyrazolo[1,2-a]pyrazole-1,7-dione